C(C(CC(=O)OC1CC(NC(C1)(C)C)(C)C)C(=O)OC1CC(NC(C1)(C)C)(C)C)(C(=O)OC1CC(NC(C1)(C)C)(C)C)C(=O)OC1CC(NC(C1)(C)C)(C)C tetrakis(2,2,6,6-tetramethyl-4-piperidyl) propane-1,1,2,3-tetracarboxylate